C1(CC1)C(=C)C1=CC(=CC=C1)OC 1-(1-cyclopropyl-vinyl)-3-methoxybenzene